FC1=C2C(CCC3(CC4(OCCO4)CCC3)C2=CC=C1)=O 5-fluoro-2,3-dihydro-4H-dispiro[naphthalene-1,1'-cyclohexane-3',2''-[1,3]dioxolan]-4-one